(Z)-3-(3-(diphenylamino)phenyl)-2-formyl-acrylonitrile C1(=CC=CC=C1)N(C=1C=C(C=CC1)\C=C(\C#N)/C=O)C1=CC=CC=C1